ClC1=C(C=CC=C1)[C@@]12CCCC[C@H]2CCC(N1)=O (4aS,8aS)-8a-(2-chlorophenyl)octahydroquinolin-2(1H)-one